C(C)(C)(C)[Si](C)(C)OCC1=CC2=NC=CC(=C2S1)C=1C=C(C=C2CCCN(C12)C1CN(C2(CCC2)C1)S(=O)(=O)C(C)(C)C)Cl tert-butyl-[[7-[1-(5-tert-butylsulfonyl-5-azaspiro[3.4]octan-7-yl)-6-chloro-3,4-dihydro-2H-quinolin-8-yl]thieno[3,2-b]pyridin-2-yl]methoxy]-dimethyl-silane